(3S,5R)-3-amino-5-(fluoromethyl)pyrrolidin-2-one hydrochloride Cl.N[C@@H]1C(N[C@H](C1)CF)=O